N[C@H](CC(C(=O)O)C)CC1=CC(=C(C=C1)O)NC(CCOCCOCCNC(CC)=O)=O (4R)-4-amino-5-(4-hydroxy-3-(3-(2-(2-propionylaminoethoxy)-ethoxy)propionylamino)-phenyl)-2-methylpentanoic acid